CC1(OB(OC1(C)C)C1=CC=CC2=CC=CC(=C12)C)C 4,4,5,5-tetramethyl-2-(8-methylnaphthalen-1-yl)-1,3,2-dioxaborolane